Methylpropane-1-one CC(CC)=O